CN1C(N(C2=C1C=CC(=C2)NC2=CC1=C(N(C=N1)C)C=C2)C)=O 1,3-Dimethyl-5-((1-methyl-1H-benzo[d]imidazol-5-yl)amino)-1,3-dihydro-2H-benzo[d]imidazol-2-one